Tert-butyl 2-(4-cyclopropyl-6-methoxy-pyrimidin-5-yl)-4-[[4-[1-methyl-4-(trifluoromethyl)imidazol-2-yl]phenyl]methoxy]-6,8-dihydro-5H-pyrido[3,4-d]pyrimidine-7-carboxylate C1(CC1)C1=NC=NC(=C1C=1N=C(C2=C(N1)CN(CC2)C(=O)OC(C)(C)C)OCC2=CC=C(C=C2)C=2N(C=C(N2)C(F)(F)F)C)OC